N-(4-((6-bromo-3-cyanopyrazolo[1,5-a]pyridin-4-yl)ethynyl)phenyl)acrylamide methyl-2-[2-[3-[[3-chloro-5-(hydroxymethyl)-2-methoxy-phenyl]sulfonylamino]-4-fluorophenyl]phenoxy]acetate COC(COC1=C(C=CC=C1)C1=CC(=C(C=C1)F)NS(=O)(=O)C1=C(C(=CC(=C1)CO)Cl)OC)=O.BrC=1C=C(C=2N(C1)N=CC2C#N)C#CC2=CC=C(C=C2)NC(C=C)=O